(2R)-1-[4-[(R)-amino(5-chloro-4-fluoro-2-hydroxyphenyl)methyl]piperidin-1-yl]-2,3-dihydroxypropan-1-one N[C@H](C1CCN(CC1)C([C@@H](CO)O)=O)C1=C(C=C(C(=C1)Cl)F)O